FC(C=1C=C(C=C(C1)C(F)(F)F)NC1=NC=C(C(=N1)NC1=CC=C2CCNCC2=C1)C=1C=NN(C1)CCO)(F)F 2-(4-(2-(3,5-bis(trifluoromethyl)phenylamino)-4-(1,2,3,4-tetrahydroisoquinolin-7-ylamino)pyrimidin-5-yl)-1H-pyrazol-1-yl)-ethan-1-ol